NC1=CC=C(OC2=CC=C(C=C2)CC2=CC=C(C=C2)OC2=CC=C(C=C2)N)C=C1 bis[4-(4-aminophenoxy)phenyl]methane